(5-tert-Butyl-3-pyridyl)boronic acid C(C)(C)(C)C=1C=C(C=NC1)B(O)O